[Si](C)(C)(C(C)(C)C)OC1CCC(CC1)(C(=O)OC(C)(C)C)C tert-Butyl 4-((tert-butyldimethylsilyl)oxy)-1-methylcyclohexane-1-carboxylate